C(C1=CC=CC=C1)OC([C@@H](C(=O)N[C@H](C(C(C(=O)OCC1=CC=CC=C1)(C)C)=O)CC(C)C)NC(CCCCC(C)C)=O)C Benzyl (4S)-4-[(2S)-3-(benzyloxy)-2-(6-methylheptanamido)butanamido]-2,2,6-trimethyl-3-oxoheptanoate